C(C)C=1C=C2C=C(NC2=CC1O)CNC(=O)C1(CC1)C N-((5-ethyl-6-hydroxy-1H-indol-2-yl)methyl)-1-methylcyclopropane-1-carboxamide